tert-butyl 2-(4-(2-(((1H-pyrrolo[3,2-c]pyridin-2-yl) methyl) amino)-2-oxoethyl)-3-oxo-5-phenyl-3,4-dihydropyrazin-2-yl)-2,8-diazaspiro[4.5]decane-8-carboxylate N1C(=CC=2C=NC=CC21)CNC(CN2C(C(=NC=C2C2=CC=CC=C2)N2CC1(CC2)CCN(CC1)C(=O)OC(C)(C)C)=O)=O